CC=1C(=NC=CC1C#N)N1N=CC(=C1)CN1C[C@@H](N[C@@H](C1)C=1C(=C2COC(C2=CC1)=O)C)C 3-methyl-2-(4-(((3s,5r)-3-methyl-5-(4-methyl-1-oxo-1,3-dihydroisobenzofuran-5-yl)piperazin-1-yl)methyl)-1H-pyrazol-1-yl)pyridine-4-carbonitrile